(3R)-N-[4-(3-cyanophenyl)-5-(2,6-dimethyl-4-pyridinyl)thiazol-2-yl]-3-(trifluoromethyl)piperazine-1-carboxamide C(#N)C=1C=C(C=CC1)C=1N=C(SC1C1=CC(=NC(=C1)C)C)NC(=O)N1C[C@@H](NCC1)C(F)(F)F